((2,2,2-trifluoro-1-(2-fluoro-2'-hydroxy-5'-morpholino-[1,1'-biphenyl]-4-yl)ethyl)amino)pentanoic acid ethyl ester C(C)OC(C(CCC)NC(C(F)(F)F)C1=CC(=C(C=C1)C1=C(C=CC(=C1)N1CCOCC1)O)F)=O